2-(2-fluorobenzyl)-1-cycloheptanone FC1=C(CC2C(CCCCC2)=O)C=CC=C1